C(CCCCCCCCCCC)OC(CCSCCC)=O 3-(3-Dodecoxy-3-oxopropyl)sulfanylpropan